NC1=NC=C(C2=C1C(=NN2[C@@H]2CN(CC2)C(C=C)=O)C#CC2=C(C(=CC(=C2)OC)OC)F)C(=O)C2CC2 (S)-1-(3-(4-amino-7-(cyclopropanecarbonyl)-3-((2-fluoro-3,5-dimethoxyphenyl)ethynyl)-1H-pyrazolo[4,3-c]pyridin-1-yl)pyrrolidin-1-yl)prop-2-en-1-one